(3-(5-(2-chloro-[1,1'-biphenyl]-3-yl)-1,3,4-oxadiazol-2-yl)benzyl)-L-serine ClC1=C(C=CC=C1C1=NN=C(O1)C=1C=C(CN[C@@H](CO)C(=O)O)C=CC1)C1=CC=CC=C1